furfuryl-acrylate C(C1=CC=CO1)OC(C=C)=O